C1(CC1)C(=O)C1=CC=C(C=[N+]1[O-])C(=O)OC methyl 6-(cyclopropanecarbonyl)-1-oxido-pyridin-1-ium-3-carboxylate